BrC1C2(C(C3=CC=CC=C13)=N)CC=1C(=NOC1C(F)(F)F)CC2 bromo-3-(trifluoromethyl)-6,7-dihydro-4H-spiro[benzo[c]isoxazole-5,2'-indene]-1'(3'H)-imine